[Te].CC(COCCOCCOCCOCCOCCO)(C)O.[I].[I] di-iodine bis-methyl-hexaethylene glycol tellurium